OC1=C(C(=C(C(=O)N2CC3=CC=CC(=C3C2)N(C(\C=C\CN(C)C)=O)CCC2=NC=CC=C2)C(=C1)O)C)C (E)-N-(2-(4,6-Dihydroxy-2,3-dimethylbenzoyl)isoindolin-4-yl)-4-(dimethylamino)-N-(2-(pyridin-2-yl)ethyl)but-2-enamide